C(C1=CC=CC=C1)C=1N=NN(C1)C=1C=C(C=CC1)C[C@H](C(=O)O)[C@@H]1CN(CC1)C(=O)OC(C)(C)C (2S)-3-[3-(4-Benzyltriazol-1-yl)phenyl]-2-[(3R)-1-tert-butoxycarbonylpyrrolidin-3-yl]propanoic acid